CNCCCC1=CC=C(C=C1)C N-methyl-3-(4-methylphenyl)propan-1-amine